(2S,4S)-4-(3-chlorophenoxy)proline ClC=1C=C(O[C@H]2C[C@H](NC2)C(=O)O)C=CC1